(S)-2-(4-(4-amino-7H-pyrrolo[2,3-d]pyrimidin-5-yl)phenylamino)-5-cyano-N-(1-(4-fluorophenyl)ethyl)nicotinamide NC=1C2=C(N=CN1)NC=C2C2=CC=C(C=C2)NC2=C(C(=O)N[C@@H](C)C1=CC=C(C=C1)F)C=C(C=N2)C#N